Cl[SiH](C1=C(C=C(C=C1C)C)C)C1=C(C=C(C=C1C)C)C chloro-bis-(2,4,6-trimethylphenyl)silane